(E)-4-bromobenzaldehyde O-(1-methyl-3-(difluoromethyl)-1H-pyrazole-4-carbonyl) oxime CN1N=C(C(=C1)C(=O)O\N=C\C1=CC=C(C=C1)Br)C(F)F